FC1=C(C=CC=C1)NC(CN(C=1C2=C(N=C(N1)C1=NC=CC=C1)CCC2)C)=O N-(2-fluorophenyl)-2-{methyl[2-(pyridin-2-yl)-5H,6H,7H-cyclopenta[d]pyrimidin-4-yl]amino}acetamide